Vinyl-sulfolane C(=C)C1S(=O)(=O)CCC1